(terphenylyl)[di(Phenyl)triazinyl]dibenzoselenophene C1(=C(C=CC=C1)C1=C(C2=C([Se]C3=C2C=CC=C3)C=C1)C1=NN=NC(=C1C1=CC=CC=C1)C1=CC=CC=C1)C=1C(=CC=CC1)C1=CC=CC=C1